(naphthalen-1-yl)-3-((2,6-dimethylphenyl)aminocarbonyl)-9-hydroxy-1,8-dioxo-1,3,4,8-tetrahydro-2H-pyrido[1,2-a]pyrazine-7-carboxylic acid C1(=CC=CC2=CC=CC=C12)N1C(C=2N(CC1C(=O)NC1=C(C=CC=C1C)C)C=C(C(C2O)=O)C(=O)O)=O